N-((3R,4S)-4-((6-(2,6-dichloro-3,5-dimethoxyphenyl)-8-((4-(isopropylamino)butyl)amino)pyrido[3,4-d]pyrimidin-2-yl)amino)tetrahydrofuran-3-yl)acrylamide ClC1=C(C(=C(C=C1OC)OC)Cl)C1=CC2=C(N=C(N=C2)N[C@H]2[C@H](COC2)NC(C=C)=O)C(=N1)NCCCCNC(C)C